OC[C@H](C1=CC=CC=C1)NC1=CC(=NC=C1C1=NC(=NO1)C12CCN(CC1)CC2)NC=2C=C1C(C(NC(C1=CC2)=O)C)C 6-((4-(((S)-2-hydroxy-1-phenylethyl)amino)-5-(3-(quinuclidin-4-yl)-1,2,4-oxadiazol-5-yl)pyridin-2-yl)amino)-3,4-dimethyl-3,4-dihydroisoquinolin-1(2H)-one